6-[benzyl-(5-carboxypentyl)amino]hexanoic acid C(C1=CC=CC=C1)N(CCCCCC(=O)O)CCCCCC(=O)O